Cl.NCCCCC(CO)O 6-amino-1,2-hexanediol hydrochloride